4-(7-(3-amino-2-fluorophenyl)imidazo[5,1-b]thiazol-5-yl)benzonitrile NC=1C(=C(C=CC1)C=1N=C(N2C1SC=C2)C2=CC=C(C#N)C=C2)F